CC1=C(C(=O)OC)C=CC(=C1)C(NC1=CC(=CC=C1)[C@H](C)NC1=CN=C2C(=N1)N(N=C2)C)=O methyl (S)-2-methyl-4-((3-(1-((1-methyl-1H-pyrazolo[3,4-b]pyrazin-6-yl)amino)ethyl) phenyl)carbamoyl)benzoate